tert-butyl 4-(5-(benzyloxy)-2-methylbenzofuran-3-carboxamido)-4-(hydroxymethyl)piperidine-1-carboxylate C(C1=CC=CC=C1)OC=1C=CC2=C(C(=C(O2)C)C(=O)NC2(CCN(CC2)C(=O)OC(C)(C)C)CO)C1